3-methyl-benzoate CC=1C=C(C(=O)[O-])C=CC1